3-(4-(4-((S)-2-(1-aminopiperidin-4-yl)propyl)piperazin-1-yl)phenyl)piperidine-2,6-dione NN1CCC(CC1)[C@@H](CN1CCN(CC1)C1=CC=C(C=C1)C1C(NC(CC1)=O)=O)C